2-(azetidin-1-yl)-5-ethynyl-4,6-difluorobenzo[d]oxazole N1(CCC1)C=1OC2=C(N1)C(=C(C(=C2)F)C#C)F